C1(CC1)C(=S)N1CCN(CC1)C(=O)OC(C)(C)C tert-butyl 4-cyclopropanecarbothioylpiperazine-1-carboxylate